3-((4-(2-(3-Hydroxy-3-(thiazol-2-yl)but-1-yn-1-yl)benzofuran-7-yl)pyrimidin-2-yl)amino)benzonitrile OC(C#CC=1OC2=C(C1)C=CC=C2C2=NC(=NC=C2)NC=2C=C(C#N)C=CC2)(C)C=2SC=CN2